[2-[[(1S)-2-[(1S,2S)-2-(2,4-dimethylphenyl)-1,3-dimethyl-butoxy]-1-methyl-2-oxoethyl]carbamoyl]-4-methoxy-3-pyridyl]oxymethyl-2-methylpropanoate CC1=C(C=CC(=C1)C)[C@@H]([C@@H](OC([C@H](C)NC(=O)C1=NC=CC(=C1OCOC(C(C)C)=O)OC)=O)C)C(C)C